[Cl-].[Cl-].C1(C=CC2=CC=CC=C12)[Hf+2]C1C=CC2=CC=CC=C12 bis(1-indenyl)hafnium (IV) dichloride